isopropenyl-indole C(=C)(C)C=1NC2=CC=CC=C2C1